3-((4-((4-(1-(4-(6-hydroxy-2-phenyl-1,2,3,4-tetrahydronaphthalen-1-yl)phenyl)piperidin-4-yl)piperazin-1-yl)methyl)phenyl)amino)piperidine-2,6-dione OC=1C=C2CCC(C(C2=CC1)C1=CC=C(C=C1)N1CCC(CC1)N1CCN(CC1)CC1=CC=C(C=C1)NC1C(NC(CC1)=O)=O)C1=CC=CC=C1